2-cyclopropyl-3,4-difluoroaniline C1(CC1)C1=C(N)C=CC(=C1F)F